O1CCC(CC1)NC=1N=CC2=C(N1)N=CC=C2 2-((tetrahydro-2H-pyran-4-yl)amino)pyrido[2,3-d]pyrimidin